1-(4-(3-(3-fluorophenyl)-7-hydroxyl-chroman-4-yl)phenyl)piperidine-4-carbaldehyde FC=1C=C(C=CC1)C1COC2=CC(=CC=C2C1C1=CC=C(C=C1)N1CCC(CC1)C=O)O